N(C1=CC=CC=C1)C1=NC=CC(=N1)C1=CC(NC(=C1)C1=CC=NC=C1)=O 4-(2-Anilinopyrimidin-4-yl)-6-(4-pyridyl)-1H-pyridin-2-on